1-(5-methoxy-pent-1-en-1-yl)-4-(trifluoromethyl)benzene COCCCC=CC1=CC=C(C=C1)C(F)(F)F